propyl(2-hexyldecyl)adipate C(CC)C(C(=O)[O-])(CCCC(=O)[O-])CC(CCCCCCCC)CCCCCC